NC=1C=CC(=C2CN(C(C12)=O)CC(=C)C#N)C=1C=C(C(=O)NC)C=CC1 3-[7-amino-2-(2-cyano-2-methylideneethyl)-1-oxo-2,3-dihydro-1H-isoindol-4-yl]-N-methylbenzamide